[2H4]-salicylic acid C(C1=C(O)C(=C(C(=C1[2H])[2H])[2H])[2H])(=O)O